CC1=NN2C(N(C3=C(C2=O)CN(C3=O)C(C)C)CC(=O)OCC)=C1 ethyl [2-methyl-5,8-dioxo-6-(propan-2-yl)-5,6,7,8-tetrahydro-4H-pyrazolo[1,5-a]pyrrolo[3,4-d]pyrimidin-4-yl]acetate